(1-(4-(2-(2-aminopyridin-3-yl)-5-phenyl-3H-imidazo[4,5-b]pyridin-3-yl)benzyl)piperidin-4-yl)benzo[d]thiazole-2,5-dicarboxamide NC1=NC=CC=C1C1=NC=2C(=NC(=CC2)C2=CC=CC=C2)N1C1=CC=C(CN2CCC(CC2)C2=C(C=CC3=C2N=C(S3)C(=O)N)C(=O)N)C=C1